N-(3-chloro-4-fluorobenzyl)propynylamine ClC=1C=C(CNC#CC)C=CC1F